(R)-6-(3-(2-ethoxyphenoxy)piperidin-1-yl)-N-(1H-pyrazol-3-yl)pyrazin-2-amine C(C)OC1=C(O[C@H]2CN(CCC2)C2=CN=CC(=N2)NC2=NNC=C2)C=CC=C1